BrC=1C=C(C(=NC1OC(COCCC)C)C)N=CN(C)CC N'-{5-bromo-2-methyl-6-[(1-propoxypropan-2-yl)oxy]pyridin-3-yl}-N-ethyl-N-methylimidoformamide